(S)-N-(1-(4-((4-cyclopropyl-1,5-naphthyridin-3-yl)amino)phenyl)-2,2,2-trifluoroethyl)-N-methyltetrahydro-2H-thiopyran-4-carboxamide C1(CC1)C1=C(C=NC2=CC=CN=C12)NC1=CC=C(C=C1)[C@@H](C(F)(F)F)N(C(=O)C1CCSCC1)C